CN1CCC(CC1)(C1=NN=C(N1)C1=CC=NC=C1)NC=1C=C(C(=O)N[C@@H](C)C2=CC=C(OCCCCCOCCCOCC(=O)O)C=C2)C=CC1 (S)-2-(3-((5-(4-(1-(3-((1-methyl-4-(5-(pyridin-4-yl)-4H-1,2,4-triazol-3-yl)piperidin-4-yl)amino)benzamido)ethyl)phenoxy)pentyl)oxy)propoxy)acetic acid